CC=1C=C(C=CC1[N+](=O)[O-])N1C(OC(C1)COC1=CC=NC=C1)C(F)(F)F 3-(3-Methyl-4-nitrophenyl)-5-((pyridin-4-yloxy)methyl)-2-(trifluoromethyl)oxazolidin